2-(diethylcarbamoylamino)-4-[2-(3,5-dimethoxyphenoxy)ethyl-[4-(5,6,7,8-tetrahydro-1,8-naphthyridin-2-yl)butyl]amino]butanoic acid C(C)N(C(=O)NC(C(=O)O)CCN(CCCCC1=NC=2NCCCC2C=C1)CCOC1=CC(=CC(=C1)OC)OC)CC